7-bromo-4-chloropyrido[3,2-d]Pyrimidine BrC1=CC=2N=CN=C(C2N=C1)Cl